N-(cyclopropylmethyl)-2-(2-methyl-4-pyridinyl)-1H-pyrrolo[3,2-c]pyridin-6-amine C1(CC1)CNC1=CC2=C(C=N1)C=C(N2)C2=CC(=NC=C2)C